(2S,4R)-1-[(2S)-2-(4-cyclopropyltriazol-1-yl)-3,3-dimethyl-butanoyl]-4-hydroxy-N-[3-(4-methylthiazol-5-yl)propyl]pyrrolidine-2-carboxamide C1(CC1)C=1N=NN(C1)[C@H](C(=O)N1[C@@H](C[C@H](C1)O)C(=O)NCCCC1=C(N=CS1)C)C(C)(C)C